3-(4-chloroindolin-5-yl)-1-isopropyl-1H-pyrazolo[3,4-d]pyrimidin-4-amine ClC1=C2CCNC2=CC=C1C1=NN(C2=NC=NC(=C21)N)C(C)C